((1R,5R)-6-(7-(5-chloroisoquinolin-4-yl)-2-((tetrahydro-1H-pyrrolizin-7a(5H)-yl)methoxy)pyridino[2,3-d]pyrimidin-4-yl)-2,6-diazabicyclo[3.2.0]hept-2-yl)prop-2-en-1-one ClC1=C2C(=CN=CC2=CC=C1)C=1C=CC2=C(N=C(N=C2N2[C@@H]3CCN([C@@H]3C2)C(C=C)=O)OCC23CCCN3CCC2)N1